N-((S)-(7-((S*)-Cyclopropyl(2-((S*)-2,2-difluorocyclopropyl)acetamido)methyl)imidazo[1,2-b]pyridazin-2-yl)(4,4-difluorocyclohexyl)methyl)-1-isopropyl-1H-pyrazole-5-carboxamide C1(CC1)[C@@H](C1=CC=2N(N=C1)C=C(N2)[C@@H](NC(=O)C2=CC=NN2C(C)C)C2CCC(CC2)(F)F)NC(C[C@@H]2C(C2)(F)F)=O |o1:3,36|